C(C1=CC=CC=C1)C1(CN(CC1)C(=O)C=1N=C(OC1C)C)C=1C=C2C=NN(C2=CC1C)C1=CC=C(C=C1)F (3-benzyl-3-(1-(4-fluorophenyl)-6-methyl-1H-indazol-5-yl)pyrrolidin-1-yl)(2,5-dimethyloxazol-4-yl)methanone